2-amino-5-fluorobenzo[b]Thiophene-3-carbonitrile NC1=C(C2=C(S1)C=CC(=C2)F)C#N